4-(chloromethyl)-1-nitro-2-(trifluoromethyl)benzene ClCC1=CC(=C(C=C1)[N+](=O)[O-])C(F)(F)F